CN([C@H]1CN(CC1)C(C1=CC=C(C=C1)NC=1N=CC2=C(N1)CN(CC2)C2=C(C1=C(OCCN1)N=C2)C)=O)C (3R)-N,N-dimethyl-1-{4-[(7-{8-methyl-1H,2H,3H-pyrido[2,3-b][1,4]oxazin-7-yl}5H,6H,7H,8H-pyrido[3,4-d]pyrimidin-2-yl)amino]benzoyl}pyrrolidin-3-amine